4-Chloro-7-triphenylmethylpyrrolo[2,3-d]-pyrimidine ClC=1C2=C(N=CN1)N(C=C2)C(C2=CC=CC=C2)(C2=CC=CC=C2)C2=CC=CC=C2